chloro-2-fluoro-4-((4-propylphenyl)ethynyl)-1,1'-biphenyl ClC=1C(=C(C=CC1C#CC1=CC=C(C=C1)CCC)C1=CC=CC=C1)F